The molecule is a cholesterol ester obtained by the formal condensation of the hydroxy group in cholesterol with the carboxy group of arachidonic acid. It has a role as an antibacterial agent and a mouse metabolite. It derives from an arachidonic acid. CCCCC/C=C\\C/C=C\\C/C=C\\C/C=C\\CCCC(=O)O[C@H]1CC[C@@]2([C@H]3CC[C@]4([C@H]([C@@H]3CC=C2C1)CC[C@@H]4[C@H](C)CCCC(C)C)C)C